OC1C(CCCC1NC(OC(C)(C)C)=O)NC(OCC1=CC=CC=C1)=O benzyl tert-butyl (2-hydroxycyclohexane-1,3-diyl)dicarbamate